3-Fluoro-2-(4-methoxy-4-oxobutanoylamino)benzoic acid methyl ester COC(C1=C(C(=CC=C1)F)NC(CCC(=O)OC)=O)=O